1,2,3-trichloro-5-trifluoromethylbenzene ClC1=C(C(=CC(=C1)C(F)(F)F)Cl)Cl